BrC=1C(=C2C(=NC1)N=C(N2)C2=C(N(C(=C2)C)C=2C=C(C(=O)N)C=CC2)C)N[C@@H]2CN(CC2)S(=O)(=O)CC (S)-3-(3-(6-bromo-7-((1-(ethyl-sulfonyl)pyrrolidine-3-yl)amino)-1H-imidazo[4,5-b]pyridine-2-yl)-2,5-dimethyl-1H-pyrrol-1-yl)benzamide